isonicotinic acid C(C1=CC=NC=C1)(=O)O